1H-pyrazolo[3,4-b]pyridin-5-ylboronic acid N1N=CC=2C1=NC=C(C2)B(O)O